FC1=C(C(=CC=C1OC)F)C1=NC=2C=CNC(C2C(=C1)NC1=NC=C(C=C1)N1CCNCC1)=O 2-(2,6-difluoro-3-methoxy-phenyl)-4-[(5-piperazin-1-yl-2-pyridyl)amino]-6H-1,6-naphthyridin-5-one